CC1=C(C=CC=C1)C1NC(C2=C1C(=NC=C2)NC(=O)C2=NSC1=C2C=CC=C1)=O N-[3-(2-Methylphenyl)-1-oxo-1H,2H,3H-pyrrolo[3,4-c]pyridin-4-yl]-1,2-benzothiazole-3-carboxamide